FC=1C=C(C=CC1)C=1C2=C(C=NC1)NC(=N2)C2=NNC1=CC=C(C=C21)C=2C=C(C=NC2)NC(CC(C)C)=O N-(5-(3-(7-(3-fluorophenyl)-3H-imidazo[4,5-C]pyridine-2-yl)-1H-indazol-5-yl)pyridine-3-yl)-3-methylbutyramide